Ethyl 4-(1,3-thiazol-2-ylcarbamoylamino)benzoate S1C(=NC=C1)NC(=O)NC1=CC=C(C(=O)OCC)C=C1